1-bromo-5,5-difluorocyclohept-1-ene BrC1=CCCC(CC1)(F)F